NC1=C(C=2C=NC(=C(C2N1C1=C2C=NN(C2=CC=C1C)C1OCCCC1)Br)C1CC1)C(=O)N 2-amino-7-bromo-6-cyclopropyl-1-(5-methyl-1-(tetrahydro-2H-pyran-2-yl)-1H-indazol-4-yl)-1H-pyrrolo[3,2-c]pyridine-3-carboxamide